COC=1C=NN(C1C(=O)N(C)CC1=CC=C(C=C1)NC(OCC1=CC=C(C=C1)Cl)=O)C 4-chlorobenzyl (4-((4-methoxy-N,1-dimethyl-1H-pyrazole-5-carboxamido)meth-yl)phenyl)carbamate